CN(C1(CCOCC1)C(=O)NC1(CC1)C1=CC=CC=N1)CCOC1=CC=CC=C1 6-[1-[[4-[Methyl(2-phenoxyethyl)amino]tetrahydropyran-4-carbonyl]amino]cyclopropyl]pyridin